4-Carboxy-2-methylthiazolidin-2-carboxylat C(=O)(O)C1NC(SC1)(C(=O)[O-])C